CC(C(=O)OCOP(=O)(C1=C(C=CC=C1)OCC(=O)NCC(C1=CC=CC=C1)(F)F)OCOC(C(C)(C)C)=O)(C)C (((2-(2-((2,2-difluoro-2-phenylethyl)amino)-2-oxoethoxy) phenyl) phosphoryl) bis(oxy))bis(methylen) bis(2,2-dimethylpropanoate)